NC1=C(C=C(N=N1)C1=C(C=CC=C1)O)N1CC2CCC(C1)N2C2=CC(=NC=C2)C#CCN2CCC(CCC2)C(F)(F)F 2-[6-amino-5-[8-[2-[3-[4-(trifluoromethyl)azepan-1-yl]prop-1-ynyl]-4-pyridyl]-3,8-diazabicyclo[3.2.1]octan-3-yl]pyridazin-3-yl]phenol